N1(CCOCC1)C1CCC(CC1)N 4-(morpholin-4-yl)cyclohexan-1-amine